di-tertiary butyl-dimethyl-chlorosilane C(C)(C)(C)C([SiH](Cl)C)C(C)(C)C